1-(((R)-7-((2S,4R)-4-Amino-2-phenylpiperidine-1-carbonyl)-7-azaspiro[4.5]decan-10-yl)methyl)-4-(o-tolyl)pyridin-2(1H)-one N[C@H]1C[C@H](N(CC1)C(=O)N1CC2(CCCC2)[C@@H](CC1)CN1C(C=C(C=C1)C1=C(C=CC=C1)C)=O)C1=CC=CC=C1